COC1CC(C1)(O)C1=CC2=C(N=C(N=C2)C2=CC=3C(N=C2)=NN(C3)C)S1 trans-3-methoxy-1-(2-(2-methyl-2H-pyrazolo[3,4-b]pyridin-5-yl)thieno[2,3-d]pyrimidin-6-yl)cyclobutanol